2-((1-isopropyl-1H-pyrazolo[4,3-c]pyridin-6-yl)amino)pyrimidine C(C)(C)N1N=CC=2C=NC(=CC21)NC2=NC=CC=N2